lanthanum diisooctylsuccinamate C(CCCCC(C)C)OC(CCC(=O)NCCCCCC(C)C)=O.[La]